N-(4-((6-(5-(Dicyclopropylphosphoryl)-1-methyl-1H-pyrazol-3-yl)-5-methoxypyrimidin-4-yl)amino)-5-propionylpyridin-2-yl)cyclopropanecarboxamide C1(CC1)P(=O)(C1CC1)C1=CC(=NN1C)C1=C(C(=NC=N1)NC1=CC(=NC=C1C(CC)=O)NC(=O)C1CC1)OC